N1C(CCC1)C(=O)N pyrrolidin-2-formamide